The molecule is a precorrin carboxylic acid anion arising from global deprotonation of the seven carboxy groups and protonation of the secondary amino group of the precorrin derivative hydrogenobyrinic acid; major species at pH 7.3. It is a conjugate base of a hydrogenobyrinic acid and a hydrogenobyrinate(4-). C/C/1=C/2\\[C@H]([C@]([C@@]([NH2+]2)([C@H]3[C@@H]([C@@](C(=N3)/C(=C\\4/[C@H](C(C(=N4)/C=C\\5/[C@H]([C@](C1=N5)(C)CC(=O)[O-])CCC(=O)[O-])(C)C)CCC(=O)[O-])/C)(C)CCC(=O)[O-])CC(=O)[O-])C)(C)CC(=O)[O-])CCC(=O)[O-]